6-(benzylamino)-4-hydroxy-3-methyl-1H-benzimidazol-2-one C(C1=CC=CC=C1)NC=1C=C(C2=C(NC(N2C)=O)C1)O